1-methylcarbonyl-4-(2-methyltelluro-propyl)benzene CC(=O)C1=CC=C(C=C1)CC(C)[Te]C